BrC(C(=O)OC(C)(C)C)(C)C tert-butyl 2-bromoisobutyrate